CC(C)CS(=O)(=O)OOC=1C=NN(C1C(NC1=C(C=C(C=C1)Br)C)=O)C1OCCCC1 1-((5-((4-bromo-2-methylphenyl) carbamoyl)-1-(tetrahydro-2H-pyran-2-yl)-1H-pyrazol-4-yl) oxy) propan-2-ylmethylsulfonate